6-Bromo-2-phenyl-9H-carbazole-d11 BrC=1C(C2(C3(C(C(C(C(C3NC2=CC1)([2H])[2H])(C1=CC=CC=C1)[2H])([2H])[2H])([2H])[2H])[2H])[2H])([2H])[2H]